CC1=C(C(=CC=C1)C(C)C)NS(=O)=O.[Na] sodium N-[2-methyl-6-(propan-2-yl)phenyl]sulfonamide